2-HEXYLDECYL 6-(8-((8-(HEXYL(6-((2-HEXYLDECYL)OXY)-6-OXOHEXYL)AMINO)-8-OXOOCTYL)(METHYL)AMINO)OCTANAMIDO)HEXANOATE C(CCCCC)N(C(CCCCCCCN(CCCCCCCC(=O)NCCCCCC(=O)OCC(CCCCCCCC)CCCCCC)C)=O)CCCCCC(=O)OCC(CCCCCCCC)CCCCCC